BrC1=CC=C(C(=O)C=[S](C)(C)Br)C=C1 4-(bromo)benzoylmethylenedimethylsulfur bromide